amino-1-(tetrahydro-2H-pyran-2-yl)-1H-pyrazole-3-carboxylic acid methyl ester COC(=O)C1=NN(C=C1N)C1OCCCC1